ClC1=C(C=C2C=C(N=CC2=C1)NC(=O)[C@@H]1CC12CCOCC2)N2[C@H](CN(CC2)[C@@]2(COC[C@@H]2O)C)C (R)-N-(7-chloro-6-((2S)-4-(4-(3R,4R)-hydroxy-3-methyltetrahydrofuran-3-yl)-2-methylpiperazin-1-yl)isoquinolin-3-yl)-6-oxaspiro[2.5]octane-1-carboxamide